3-(4-bromophenylamino)-1-(4-nitrophenyl)-2-propen-1-one BrC1=CC=C(C=C1)NC=CC(=O)C1=CC=C(C=C1)[N+](=O)[O-]